trans-4-amino-1-[6-(3-cyano-2-hydroxyphenyl)-3-(3,5-difluorophenyl)quinolin-4-yl]piperidine-3-carbonitrile N[C@H]1[C@@H](CN(CC1)C1=C(C=NC2=CC=C(C=C12)C1=C(C(=CC=C1)C#N)O)C1=CC(=CC(=C1)F)F)C#N